1,5,7-trimethyl-4-oxo-N-((1-phenyl-1H-pyrazol-4-yl)methyl)-4,5-dihydro-1H-pyrrolo[3,2-c]pyridine-3-carboxamide CN1C=C(C=2C(N(C=C(C21)C)C)=O)C(=O)NCC=2C=NN(C2)C2=CC=CC=C2